CC(C)(SC(C(=O)C1=CC(=CC(=C1)C)C)C)SC(C(=O)C1=CC(=CC(=C1)C)C)C 3'-(propane-2,2-diylbis(sulfanediyl))bis(1-(3,5-dimethylphenyl)propan-1-one)